C(C)(C)(C)OC(=O)N1CC(N(CC1)C(C1=CC=C(C=C1)F)C1=CC=C(C=C1)F)C(N)=O tert-Butyl-4-(bis(4-fluorophenyl)methyl)-3-carbamoylpiperazine-1-carboxylate